FC1(CN(CCC1)C(=NO)N)F 3,3-difluoro-N'-hydroxy-piperidine-1-carboxamidine